bis-(2-chloroethyl) phosphate P(=O)(OCCCl)(OCCCl)[O-]